6-[(4-aminophenyl)sulfonyl-(5-methyl-1,2-oxazol-3-yl)amino]-3,4,5-trihydroxyoxane-2-carboxylic acid NC1=CC=C(C=C1)S(=O)(=O)N(C1C(C(C(C(O1)C(=O)O)O)O)O)C1=NOC(=C1)C